C(C1=CC=CC=C1)(=O)C1=CC=C(C=C1)SC1=CC=C(C=C1)C(C(C)(C)S(=O)(=O)CC1=CC=CC=C1)=O 1-[4-(4-benzoylphenylthio)phenyl]-2-toluenesulfonyl-2-methyl-1-propanone